ClC(C#N)P(OCC)(OCC)=O Diethyl (chloro(cyano)methyl)phosphonate